(3S)-3-[9H-fluoren-9-ylmethoxycarbonyl-(methyl)amino]-4-oxo-4-piperidin-1-ylbutyric acid C1=CC=CC=2C3=CC=CC=C3C(C12)COC(=O)N([C@@H](CC(=O)O)C(N1CCCCC1)=O)C